5-(1-chloroethyl)-3-(4-chlorophenyl)-1,2,4-oxadiazole ClC(C)C1=NC(=NO1)C1=CC=C(C=C1)Cl